CN1N=C(C(C1)C(=O)OCC)C(F)F ethyl 1-methyl-3-difluoromethyl-4,5-dihydropyrazole-4-carboxylate